C(C)(=O)O[C@@H]1[C@H](O[C@H]([C@@H]([C@H]1OC(C)=O)OC(C)=O)OC1=C(C=CC2=C1C[C@H]1CCCN([C@@H]1C2)CCC)OC)C(=O)O (2S,3S,4S,5R,6S)-3,4,5-triacetoxy-6-(((4aR,10aR)-7-methoxy-1-propyl-1,2,3,4,4a,5,10,10a-octahydrobenzo[g]quinolin-6-yl)oxy)tetrahydro-2H-pyran-2-carboxylic acid